Geranylgeranyl phosphate P(=O)(OC\C=C(/C)\CC\C=C(\CC\C=C(/C)\CCC=C(C)C)/C)([O-])[O-]